C1(=CC=CC=C1)N[Si](OC)(OC)OC (N-PHENYLAMINO)trimethoxysilane